2-(2-methyl-2H-indazol-5-yl)-4-(6-methylpyridin-3-yl)-3-oxo-5-(3,3,3-trifluoropropyl)-3,5-dihydro-2H-pyrrolo[3,2-c]pyridazine-7-carbonitrile CN1N=C2C=CC(=CC2=C1)N1N=C2C(=C(C1=O)C=1C=NC(=CC1)C)N(C=C2C#N)CCC(F)(F)F